OC1=C(C=CC(=C1)C(F)(F)F)C1=C(C=C(N=N1)N[C@H]1CN(CCC1)CCN1CC(CC1)O)C 1-{2-[(3R)-3-({6-[2-hydroxy-4-(trifluoromethyl)phenyl]-5-methylpyridazin-3-yl}amino)piperidin-1-yl]ethyl}pyrrolidin-3-ol